BrC=1C(=NN(C1C(=O)OC)C=1SC(=C(N1)C1=CC=C(C=C1)C(F)(F)F)SC(C)C)OC Methyl 4-bromo-1-(5-(isopropylsulfanyl)-4-(4-(trifluoromethyl) phenyl) thiazol-2-yl)-3-methoxy-1H-pyrazole-5-carboxylate